(Z)-N'-hydroxy-2-(1-methyl-2-(morpholine-4-carbonyl)-1H-pyrrolo[2,3-c]pyridin-5-yl)isonicotinamide ON1C=C2C(C=C1C=1C=C(C(=O)N)C=CN1)=CC(N2C)C(=O)N2CCOCC2